tris(trimethyl-silyl)phosphate C[Si](C)(C)OP(=O)(O[Si](C)(C)C)O[Si](C)(C)C